(1R,2R,3R)-N-[7-chloro-6-[4-((3S,4S)-4-hydroxy-3-methyl-tetrahydrofuran-3-yl)piperazin-1-yl]-3-isoquinolyl]-2-methyl-3-(1-methylpyrazol-3-yl)cyclopropanecarboxamide ClC1=C(C=C2C=C(N=CC2=C1)NC(=O)[C@@H]1[C@@H]([C@H]1C1=NN(C=C1)C)C)N1CCN(CC1)[C@]1(COC[C@H]1O)C